ClC1=CC(=C(C=C1Cl)C(NS(=O)C(C)(C)C)C1C2CN(CC1CC2)C(=O)[C@@H]2OC(OC2)(C)C)O N-[(4,5-dichloro-2-hydroxyphenyl)([3-[(4R)-2,2-dimethyl-1,3-dioxolane-4-carbonyl]-3-azabicyclo[3.2.1]octan-8-yl])methyl]-2-methylpropane-2-sulfinamide